6-(3,3-difluoropyrrolidin-1-yl)imidazo[1,2-a]pyridine-3-carboxylic acid FC1(CN(CC1)C=1C=CC=2N(C1)C(=CN2)C(=O)O)F